2-(7-((8-(5-bromo-3-(3-bromo-4-hydroxy-5-methoxybenzylidene)-2-oxoindol-1-yl)octyl)oxy)-6-methoxy-1-methyl-1,2,3,4-tetrahydroisoquinolin-1-yl)-N-(thiazol-2-yl)acetamide BrC=1C=C2C(C(N(C2=CC1)CCCCCCCCOC1=C(C=C2CCNC(C2=C1)(C)CC(=O)NC=1SC=CN1)OC)=O)=CC1=CC(=C(C(=C1)OC)O)Br